ClC=1C=C2C=C(C(=NC2=C(C1)F)C)C#N 6-chloro-8-fluoro-2-methylquinoline-3-carbonitrile